2,3-bis[(3,7,11,15-tetramethylhexadecyl)oxy]propyl hydrogen phosphate P(=O)(OCC(COCCC(CCCC(CCCC(CCCC(C)C)C)C)C)OCCC(CCCC(CCCC(CCCC(C)C)C)C)C)(O)[O-]